3-ethynyl-6,6-dimethyl-8-(4-(4-methyl-Piperazin-1-yl)piperidin-1-yl)-11-oxo-6,11-dihydro-5H-benzo[b]carbazole-9-carbonitrile C(#C)C1=CC=C2C=3C(C4=C(C(C3NC2=C1)(C)C)C=C(C(=C4)C#N)N4CCC(CC4)N4CCN(CC4)C)=O